L-4-(4-carboxyphenoxy)phthalic acid C(=O)(O)C1=CC=C(OC=2C=C(C(C(=O)O)=CC2)C(=O)O)C=C1